ClC1=CC=CC=2C3=C(NC12)N=C(N=N3)S 6-chloro-5H-[1,2,4]Triazino[5,6-b]Indole-3-thiol